FC(S(=O)(=O)OC1=C(C=CC(=C1)NC(=O)C=1C(=NN(C1)C1=CC=C(C=C1)F)C)CO[Si](C)(C)C(C)(C)C)F 2-({[tert-butyl(dimethyl)silyl]oxy}methyl)-5-{[1-(4-fluorophenyl)-3-methyl-1H-pyrazole-4-carbonyl]amino}phenyl difluoromethanesulfonate